3,4-difluoro-methylpyrrole FC1=C(NC=C1F)C